1,3-dioxoisoindol-2-ylheptanoate O=C1N(C(C2=CC=CC=C12)=O)C(C(=O)[O-])CCCCC